O=C1NC(CCC1N1C(C2=CC=C(C=C2C1=O)CN1CCN(CC1)C1=NOC2=C1C=CC(=C2)F)=O)=O 2-(2,6-dioxopiperidin-3-yl)-5-((4-(6-fluorobenzo[d]isoxazol-3-yl)piperazin-1-yl)methyl)isoindoline-1,3-dione